(1R-2R)-cyclohexane-1,2-diamine [C@@H]1([C@@H](CCCC1)N)N